CC1=NN=C2COCC3=C(N21)C=CC(=C3C3CCCC2=CC=CC=C32)C=3C=NN(C3)C 1-methyl-8-(1-methyl-1H-pyrazol-4-yl)-7-(1,2,3,4-tetrahydronaphthalen-1-yl)-4H,6H-benzo[e][1,2,4]triazolo[3,4-c][1,4]oxazepine